C(C)(=O)C1=C(C=C(C=C1)Cl)C1=CC(N(C=C1OC)C(C(=O)NC1=CC=C(C(=O)O)C=C1)CC1CCC1)=O 4-(2-(4-(2-acetyl-5-chlorophenyl)-5-methoxy-2-oxopyridin-1(2H)-yl)-3-cyclobutylpropionylamino)benzoic acid